hydroxyhexadecyl-amide OCCCCCCCCCCCCCCCC[NH-]